3-benzoyl-4-hydroxy-1-methylquinoline C(C1=CC=CC=C1)(=O)C=1CN(C2=CC=CC=C2C1O)C